bis(methoxyphenyl)-propane COC1=C(C=CC=C1)C(C)(C)C1=C(C=CC=C1)OC